C1(=CC=CC=C1)C(C)C1(CCC1)CN 1-[1-(1-phenylethyl)cyclobutyl]methanamine